[Si](C)(C)(C(C)(C)C)OCC(COC1=NN(C=C1[N+](=O)[O-])C=1C(=NC=C(C1)C)C)F 3-(3-(3-((tert-butyldimethylsilyl)oxy)-2-fluoropropoxy)-4-nitro-1H-pyrazol-1-yl)-2,5-dimethylpyridine